N=1C(C(C=2C1C=CN2)=O)=O pyrrolo-pyrroledione